rac-dimethyl (1R,2S,3S)-4'-((tert-butoxycarbonyl)(methyl)amino)-6-methoxy-1,2,3,4-tetrahydro-[1,1'-biphenyl]-2,3-dicarboxylate C(C)(C)(C)OC(=O)N(C1=CC=C(C=C1)[C@H]1[C@@H]([C@H](CC=C1OC)C(=O)OC)C(=O)OC)C |r|